(E)-3-(3'-ethoxy-4'-(7-oxo-6,7-dihydro-3H-[1,2,3]triazolo[4,5-d]pyrimidin-5-yl)-4-(2-(pyrrolidin-1-yl)ethoxy)-[1,1'-biphenyl]-3-yl)acrylic acid C(C)OC=1C=C(C=CC1C=1NC(C2=C(N1)NN=N2)=O)C2=CC(=C(C=C2)OCCN2CCCC2)/C=C/C(=O)O